N-(3-(3'-chloro-6-methoxy-5-((((oxetan-2-yl)methyl)amino)methyl)-[2,4'-bipyridin]-2'-yl)-2-methylphenyl)-5-((((oxetan-2-yl)methyl)amino)methyl)picolinamide ClC=1C(=NC=CC1C1=NC(=C(C=C1)CNCC1OCC1)OC)C=1C(=C(C=CC1)NC(C1=NC=C(C=C1)CNCC1OCC1)=O)C